5-(5-(3-(1H-1,2,3-triazol-4-yl)azetidin-1-yl)-1,3,4-oxadiazol-2-yl)-N-(5-chloro-2,3-dihydro-1H-inden-2-yl)pyrimidin-2-amine N1N=NC(=C1)C1CN(C1)C1=NN=C(O1)C=1C=NC(=NC1)NC1CC2=CC=C(C=C2C1)Cl